FC1=C(C(=CC2=CC=C(C=C12)NC1CCN(CC1)S(=O)(=O)C)O)N1CC(NS1(=O)=O)=O 5-(1-fluoro-3-hydroxy-7-{[1-(methanesulfonyl)piperidin-4-yl]amino}naphthalen-2-yl)-1λ6,2,5-thiadiazolidine-1,1,3-trione